CC(C=C)=CCC(C(C)C)O 3,7-dimethyl-6-octadienol